FC=1C=CC(=NC1)[C@H](C)O (1S)-1-(5-fluoropyridin-2-yl)ethanol